C(CCCCCN)N 1,6-Hexan-diamin